CC(C)CCC(CCC(CCC(C)C)C)C 2,5,8,11-tetramethyl-dodecane